C(C)N1CC=2C=CC(=NC2CC1)CO (6-ethyl-5,6,7,8-tetrahydro-1,6-naphthyridin-2-yl)methanol